BrCC(CC)CCCC 3-(Bromomethyl)heptane